5-fluoro-1-allyl-indole FC=1C=C2C=CN(C2=CC1)CC=C